CC1=CNC2=NC=C(C=C21)C=2C=C1CCN(CC1=C(C2)[C@H]2N(CCC2)C(=O)OC(C)(C)C)C(=O)C=2C=NN1C2N=CC=C1 tert-butyl (S)-2-(6-(3-methyl-1H-pyrrolo[2,3-b]pyridin-5-yl)-2-(pyrazolo[1,5-a]pyrimidine-3-carbonyl)-1,2,3,4-tetrahydroisoquinolin-8-yl)pyrrolidine-1-carboxylate